4,4,5,5-tetramethyl-2-[(4,4,5,5-tetramethyl-1,3,2-dioxaborolan-2-yl)methyl]-1,3,2-dioxaborolane CC1(OB(OC1(C)C)CB1OC(C(O1)(C)C)(C)C)C